N-carboxymethyl-N-methacroyloxyethyl-N,N-dimethyl-ammonium methyl-(R)-2-((5-(1-amino-8-azaspiro[4.5]decan-8-yl)imidazo[1,2-c]pyrimidin-8-yl)thio)benzoate COC(C1=C(C=CC=C1)SC=1C=2N(C(=NC1)N1CCC3(CCC[C@H]3N)CC1)C=CN2)=O.C(=O)(O)C[N+](C)(C)CCOC(=O)C(=C)C